(2R)-2-[1-({3,4-difluoro-2-[(2-fluoro-4-iodophenyl)amino]Phenyl}carbonyl)-3-hydroxyazetidin-3-yl]Piperidine-1-carboxylic acid FC=1C(=C(C=CC1F)C(=O)N1CC(C1)(O)[C@@H]1N(CCCC1)C(=O)O)NC1=C(C=C(C=C1)I)F